(E)-3-((3-(2-(pyridin-2-yl)vinyl)-1-(tetrahydro-2H-pyran-2-yl)-1H-indazol-6-yl)thio)aniline methyl-2-(3-hydroxybenzylidene)-3-oxobutanoate COC(C(C(C)=O)=CC1=CC(=CC=C1)O)=O.N1=C(C=CC=C1)/C=C/C1=NN(C2=CC(=CC=C12)SC=1C=C(N)C=CC1)C1OCCCC1